N1(N=NC=C1)CCC(=O)N1CC(=CCC1)C1=CC(=C2C=C(NC2=C1F)C(=O)N(C)C)C1=C(C=C(C=C1)CC=O)OC 6-(1-(3-(1H-1,2,3-triazol-1-yl)propanoyl)-1,2,5,6-tetrahydropyridin-3-yl)-7-fluoro-4-(2-methoxy-4-(2-oxoethyl)phenyl)-N,N-dimethyl-1H-indole-2-carboxamide